5-[(5-methoxypyridin-2-yl)methoxy]-2-(1-methyl-1H-imidazol-4-yl)-1,3-benzoxazole formate salt C(=O)O.COC=1C=CC(=NC1)COC=1C=CC2=C(N=C(O2)C=2N=CN(C2)C)C1